tert-butyl 4-{2-[4-amino-7-(oxolan-3-yl)-5-(4-phenoxyphenyl)-7H-pyrrolo[2,3-d]pyrimidin-6-yl]ethynyl}piperidine-1-carboxylate NC=1C2=C(N=CN1)N(C(=C2C2=CC=C(C=C2)OC2=CC=CC=C2)C#CC2CCN(CC2)C(=O)OC(C)(C)C)C2COCC2